CC1=CC(C(C1)C)=O 3,5-dimethylcyclopentenone